γ-glutamylcystine C(CC(=O)C([C@@H](C(=O)O)N)SSC[C@@H](C(=O)O)N)[C@@H](C(=O)O)N